1,3,5-Octantriol C(CC(CC(CCC)O)O)O